CC1(C(C1(C)C)COC1=NN(C=C1)C(=O)OCCCC)C butyl 3-[(2,2,3,3-tetramethylcyclopropyl)methoxy]pyrazole-1-carboxylate